NCCOCCNC1=C(C=NC2=CC(=C(C=C12)OC)OC)C#N 4-((2-(2-aminoethoxy)ethyl)amino)-6,7-dimethoxyquinoline-3-carbonitrile